3-((6-bromo-2-((2-methylbenzo[d]thiazol-6-yl)amino)quinazolin-4-yl)amino)propan-1-ol BrC=1C=C2C(=NC(=NC2=CC1)NC1=CC2=C(N=C(S2)C)C=C1)NCCCO